2-[7-(4-mesylbenzyl)-2,7-diazaspiro[3.5]nonane-2-carbonyl]-2,5-diazaspiro[3.4]octan-6-one S(=O)(=O)(C)C1=CC=C(CN2CCC3(CN(C3)C(=O)N3CC4(C3)NC(CC4)=O)CC2)C=C1